imino({[1-(8-methoxyquinazolin-4-yl)-1,2,3,6-tetrahydropyridin-4-yl]methyl})methyl-λ6-sulfanone N=S(=O)(C)CC=1CCN(CC1)C1=NC=NC2=C(C=CC=C12)OC